COC1=NC=C(C2=C1N=C(S2)NC(=O)C2=NOC=C2)C=2C=NN(C2)C Isoxazole-3-carboxylic acid [4-methoxy-7-(1-methyl-1H-pyrazol-4-yl)-thiazolo[4,5-c]pyridin-2-yl]-amide